N[C@H](CCON)C(=O)O D-CANALINE